CC(COC(CC)=O)CC 2-Methylbutylpropanoat